p-tolyl glycidyl ether C(C1CO1)OC1=CC=C(C=C1)C